3-(6-chloro-5-(1-methyl-4-(pyrrolidin-1-ylmethyl)-1H-pyrrolo[2,3-b]pyridin-6-yl)-1-oxoisoindolin-2-yl)piperidine-2,6-dione ClC1=C(C=C2CN(C(C2=C1)=O)C1C(NC(CC1)=O)=O)C1=CC(=C2C(=N1)N(C=C2)C)CN2CCCC2